C(C=C)(=O)OCCCCCCOC(CCP(=O)(O)O)=O Acryloyloxyhexyl-3-phosphonopropionate